ClC1=CC=C(C=C1)C=1N=CN(C1C1=CC=NC=C1)CC(=O)N1[C@H]2CN[C@@H](C1)C2 2-[4-(4-chlorophenyl)-5-(pyridin-4-yl)-1H-imidazol-1-yl]-1-[(1R,4R)-2,5-diazabicyclo[2.2.1]heptan-2-yl]ethan-1-one